C1(=CC=CC=C1)C=1C(=C(C=CC1NC1=CC=C(C=C1)N(C=1C=C(C=CC1)C)C1=CC=CC=C1)C1=CC=C(C=C1)NC1=CC=C(C=C1)N(C=1C=C(C=CC1)C)C1=CC=CC=C1)C1=CC=CC=C1 diphenyl-N,N'-bis-[4-(phenyl-m-tolyl-amino)-phenyl]-biphenyl-4,4'-diamine